ethyl 6-[(E)-2-ethoxycarbonylbut-1-enyl]-5-nitro-pyridine-3-carboxylate C(C)OC(=O)/C(=C/C1=C(C=C(C=N1)C(=O)OCC)[N+](=O)[O-])/CC